BrC1=CC=C(CN(C(=O)[C@H]2CN(CCC2)C=2C=C(OC(C(=O)N3CCN(CC3)C(=O)OC(C)(C)C)(C)C)C=CC2)C)C=C1 tert-butyl (R)-4-(2-(3-(3-((4-bromobenzyl)(methyl)carbamoyl)piperidin-1-yl)phenoxy)-2-methylpropanoyl)piperazine-1-carboxylate